2,4,6-tri-tert-butylphenyl-pentaerythritol bisphosphite P(O)(O)O.P(O)(O)O.C(C)(C)(C)C1=C(C(=CC(=C1)C(C)(C)C)C(C)(C)C)C(O)C(CO)(CO)CO